NCCNCCC[SiH2]C(OCC)OCC 3-(2-aminoethylamino)-propyldiethoxymethylsilane